C(C)(=O)OOC1=C(C=CC=C1)C(C)CCCCCCC sec-nonylphenoxy acetate